OC=C1C(CC(C(C1=O)(F)F)C1=CC=CC=C1)=O 2-(hydroxymethylene)-4,4-difluoro-5-(phenyl)cyclohexane-1,3-dione